ClC1=NC(N(C2=CC(=C(C=C12)Cl)C1=C(C=CC=C1OC)F)C1=C(C=CC=C1)C(C)C)=O 4,6-dichloro-7-(2-fluoro-6-methoxyphenyl)-1-(2-isopropylphenyl)quinazolin-2(1H)-one